C1(CC1)C1=NC=CC2=CC(=CC=C12)C1=CC=C(OC2CCN(CC2)C2C[C@@H](OC2)C(C)=O)C=C1 4-[4-(4-(1-cyclopropylisoquinolin-6-yl)-phenoxy)-piperidin-1-yl]-(R)-tetrahydrofuran-2-yl-ethanone